C1(=CC=CC=C1)C1=NNC=N1 phenyl-1,2,4-Triazole